benzyl racemic-(cis)-3-[(tert-butoxycarbonyl)amino]-2-[[(4-oxocyclohexyl)oxy]methyl]piperidine-1-carboxylate C(C)(C)(C)OC(=O)N[C@@H]1[C@@H](N(CCC1)C(=O)OCC1=CC=CC=C1)COC1CCC(CC1)=O